C(C)N1N=C(C=C1C(=O)N)C 1-ethyl-3-methyl-1H-pyrazole-5-carboxamide